FC=1C=C(C=C(C1C)F)[C@@H]1CC=NN1C(=O)C12CC(C1)(C2)COC2=NC=C(C#N)C=C2 (S)-6-((3-(5-(3,5-difluoro-4-methylphenyl)-4,5-dihydro-1H-pyrazole-1-carbonyl)-bicyclo[1.1.1]pentan-1-yl)-methoxy)nicotinonitrile